ethyl (3S)-4-((tert-butoxycarbonyl)amino)-2-cyano-2-cyclopropyl-3-methylbutanoate Ethyl-(3S)-4-((tert-butoxycarbonyl)amino)-2-cyano-2-cyclopropyl-3-methylbutanoate C(C)OC(C([C@@H](CNC(=O)OC(C)(C)C)C)(C1CC1)C#N)=O.C(C)(C)(C)OC(=O)NC[C@H](C(C(=O)OCC)(C1CC1)C#N)C